(R)-N-((R)-1-(3,6-dimethyl-4-oxo-2-(1,1,1-trifluoro-2-methylpropan-2-yl)-3,4-dihydroquinazolin-8-yl)ethyl)-2-methylpropane-2-sulfinamide CN1C(=NC2=C(C=C(C=C2C1=O)C)[C@@H](C)N[S@](=O)C(C)(C)C)C(C(F)(F)F)(C)C